γ-glycidoxypropylmethoxydimethylsilane C(C1CO1)OCCC[Si](C)(C)OC